CC1=CC2=C(C3=CC=C(C=C3C=C2C=C1)C)OC(=O)C1C(C2C=CC1C2)C(=O)O 2,6-dimethyl-9-[2-carboxy(3,6-methano-4-cyclohexenyl)]carbonyloxyanthracene